COC1=C(C=C2C(=CC=NC2=C1)O)NC 7-methoxy-6-(methylamino)quinolin-4-ol